[4-(2-propyl)benzylidene-2-pentyl]4-methylbenzoic acid CC(C)C1=CC=C(C=CCCC(C)C2=C(C(=O)O)C=CC(=C2)C)C=C1